N-((1,2,3,5,6,7-hexahydro-s-indacen-4-yl)carbamoyl)-4-hydroxy-4-methyl-5,6,7,8-tetrahydro-4H-5,8-methanocyclohepta[b]furan-2-sulfonamide C1CCC2=C(C=3CCCC3C=C12)NC(=O)NS(=O)(=O)C1=CC2=C(O1)C1CCC(C2(C)O)C1